6-cyano-N-methyl-5-(piperazin-1-yl)pyridine-2-carboxamide HCl salt Cl.C(#N)C1=C(C=CC(=N1)C(=O)NC)N1CCNCC1